1,4-dichloro-2-ethoxybenzene ClC1=C(C=C(C=C1)Cl)OCC